2-(1,3,4-thiadiazol-2-yl)-5-oxa-2-azaspiro[3.4]octane S1C(=NN=C1)N1CC2(C1)OCCC2